Methyl (3S)-1-(4-{7-cyclopropyl-5-[(1R)-1-methyl-1,2,3,4-tetrahydroisoquinoline-2-carbonyl]pyrazolo[1,5-a]pyrimidin-2-yl}-2,5-difluorophenyl)pyrrolidine-3-carboxylate C1(CC1)C1=CC(=NC=2N1N=C(C2)C2=CC(=C(C=C2F)N2C[C@H](CC2)C(=O)OC)F)C(=O)N2[C@@H](C1=CC=CC=C1CC2)C